OC(C)([2H])C=1C=C(C=CC1)C(C)(O)[2H] 1-(3-(1-hydroxy-1-deutero-ethyl)phenyl)-1-deutero-ethanol